1H-imidazole-2-sulfonate N1C(=NC=C1)S(=O)(=O)[O-]